CN(C(C)=O)C12CC(C1)(C2)N2C(N1[C@@H](CNCC1)C2)=O (S)-N-methyl-N-(3-(3-oxohexahydroimidazo[1,5-a]pyrazin-2(3H)-yl)bicyclo[1.1.1]pentane-1-yl)acetamide